(S)-ethyl 8-(2-amino-6-((R)-1-(4-(3-ethoxy-3-oxopropyl)-2-(3-methyl-1H-pyrazol-1-yl)phenyl)-2,2,2-trifluoroethoxy)pyrimidin-4-yl)-2,8-diazaspiro[4.5]decane-3-carboxylate NC1=NC(=CC(=N1)N1CCC2(C[C@H](NC2)C(=O)OCC)CC1)O[C@@H](C(F)(F)F)C1=C(C=C(C=C1)CCC(=O)OCC)N1N=C(C=C1)C